FC1=C(C=CC=C1F)N1N=NC(=C1)[C@H](CC)N1C=C(C2=C1N=CN=C2N)C=2C(=NC=C(C2)F)OC 7-{(1S)-1-[1-(2,3-difluorophenyl)-1H-1,2,3-triazol-4-yl]propyl}-5-(5-fluoro-2-methoxypyridin-3-yl)-7H-pyrrolo[2,3-d]pyrimidin-4-amine